COC1=CC=C(CN2N=CC3=CC=C(C=C23)B2OC(C(O2)(C)C)(C)C)C=C1 1-(4-Methoxybenzyl)-6-(4,4,5,5-tetramethyl-1,3,2-dioxaborolan-2-yl)-1H-indazole